[Cu].[Pd].[Pd] dipalladium-copper